propionyl-D-tryptophanyl-D-leucine methyl ester COC([C@H](NC([C@H](NC(CC)=O)CC1=CNC2=CC=CC=C12)=O)CC(C)C)=O